FP1(OCC(O1)C(F)(F)F)(C1CCCC1)F 2,2-difluoro-2-(cyclopentanyl)-4-trifluoromethyl-1,3,2-dioxaphospholane